N=1C=NN2C1C=C(C=C2)C2=CNC=1N=C(N=C(C12)OC)NC1CCC(CC1)C(=O)N1CCCC1 ((1s,4s)-4-((5-([1,2,4]triazolo[1,5-a]pyridin-7-yl)-4-methoxy-7H-pyrrolo[2,3-d]pyrimidin-2-yl)amino)cyclohexyl)(pyrrolidin-1-yl)methanone